C1(CC1)NC(C1=CC(=C(C=C1)C)C=1C=NC(=C(C1)C(=O)N1C(CC1)C)NC(CO)(C)C)=O N-cyclopropyl-3-(6-((1-hydroxy-2-methylpropan-2-yl)amino)-5-(2-methylazetidine-1-carbonyl)pyridin-3-yl)-4-methylbenzamide